3-bromo-6-(4-(trifluoromethyl)-1H-pyrazol-1-yl)picolinic acid BrC=1C(=NC(=CC1)N1N=CC(=C1)C(F)(F)F)C(=O)O